BrC=1C=CC=2N(C1)C(=CN2)C2=NC(=NC=C2)NC=2C=CC(=NC2)NCCC N5-(4-(6-Bromoimidazo[1,2-a]pyridin-3-yl)pyrimidin-2-yl)-N2-propylpyridine-2,5-diamine